[F].NCCC1=CC(O)=C(O)C=C1 dopamine fluorine